(R)-N-(3-(1-((2-Amino-5-chloropyridin-3-yl)oxy)ethyl)phenyl)-5-fluoropicolinamid NC1=NC=C(C=C1O[C@H](C)C=1C=C(C=CC1)NC(C1=NC=C(C=C1)F)=O)Cl